C(CCCCCCCCCCCCCCCCC)NC1=NC(=NC(=N1)NCCCCCCCCCCCCCCCCCC)NCCCCCCCCCCCCCCCCCC N2,N4,N6-Trioctadecyl-1,3,5-triazine-2,4,6-triamine